C1(=CC=CC=C1)COC(=O)N1C[C@H](C(CC1)=O)NC(C1=C(C(=CC=C1)Br)C)=O (R)-3-(3-bromo-2-methylbenzamido)-4-oxopiperidine-1-carboxylic acid phenylmethyl ester